CN(CCN1N=C(C(=C1)C1=CC=NC=C1)C1=CC=C(C=C1)OCC1=NC2=CC=CC=C2C=C1)C Dimethyl-(2-{4-pyridin-4-yl-3-[4-(quinolin-2-ylmethoxy)-phenyl]-pyrazol-1-yl}-ethyl)-amine